7-(4-Chlorophenyl)-1-ethyl-1,4-dihydro-2,4-dioxo-N-(2-thienylmethyl)pyrimido[4,5-d]pyrimidine-3(2H)-acetamide ClC1=CC=C(C=C1)C1=NC=C2C(=N1)N(C(N(C2=O)CC(=O)NCC=2SC=CC2)=O)CC